C(C1=CC=CC=C1)C1CCC(NC1)C=1C=C2CN(C(C2=CC1)=O)C1C(NC(CC1)=O)=O 3-(5-(5-benzylpiperidin-2-yl)-1-oxoisoindolin-2-yl)piperidine-2,6-dione